The molecule is a pentacyclic triterpenoid that is olean-12-ene substituted by hydroxy groups at 3beta and 27-positions and a carboxy group at position 28. It is a pentacyclic triterpenoid, a monocarboxylic acid and a diol. It derives from a hydride of an oleanane. C[C@]12CC[C@@H](C([C@@H]1CC[C@@]3([C@@H]2CC=C4[C@]3(CC[C@@]5([C@H]4CC(CC5)(C)C)C(=O)O)CO)C)(C)C)O